C(C)(C)(C)OC(=O)N1C[C@H]([C@@H](CC1)C1=CN=C(S1)N)F |r| (3SR,4RS)-4-(2-aminothiazol-5-yl)-3-fluoro-piperidine-1-carboxylic acid tert-butyl ester